CC1C(CCC(N1CCCCCOCC#C)=O)C1=C(C(=CC(=C1)F)F)F 6-methyl-1-(5-prop-2-ynyloxypentyl)-5-(2,3,5-trifluorophenyl)piperidin-2-one